FC1=C(CC2=CN=C(S2)NC(=O)C2=NN(C(CC2)=O)C)C=CC=C1 N-(5-(2-fluorobenzyl)thiazol-2-yl)-1-methyl-6-oxo-1,4,5,6-tetrahydropyridazine-3-carboxamide